2,5-dibromo-trifluoromethyl-benzene BrC1=C(C=C(C=C1)Br)C(F)(F)F